7-(6-chloro-4-(6,6-difluoro-1,4-diazepan-1-yl)-8-fluoro-2-(((S)-1-methylpyrrolidin-2-yl)methoxy)quinazolin-7-yl)benzo[d]thiazol-2-amine ClC=1C=C2C(=NC(=NC2=C(C1C1=CC=CC=2N=C(SC21)N)F)OC[C@H]2N(CCC2)C)N2CCNCC(C2)(F)F